6-(2-fluorophenyl)hexanoic acid FC1=C(C=CC=C1)CCCCCC(=O)O